5-(2-hydroxyethyl)-5-methylindol OCCC1(C=C2C=CN=C2C=C1)C